4-bromobutyl 1-((6aR,10aR)-1-hydroxy-6,6,9-trimethyl-6a,7,10,10a-tetrahydro-6H-benzo[c]chromen-3-yl)cyclobutanecarboxylate OC1=C2[C@H]3[C@H](C(OC2=CC(=C1)C1(CCC1)C(=O)OCCCCBr)(C)C)CC=C(C3)C